2-((2S)-1-acryloyl-4-(8-chloro-7-(8-chloronaphthalen-1-yl)-4-(3-(ethyl(methyl)amino)azetidin-1-yl)-6-fluoro-1H-imidazo[4,5-c]quinolin-1-yl)piperidin-2-yl)acetonitrile C(C=C)(=O)N1[C@@H](CC(CC1)N1C=NC=2C(=NC=3C(=C(C(=CC3C21)Cl)C2=CC=CC1=CC=CC(=C21)Cl)F)N2CC(C2)N(C)CC)CC#N